NC=1C=C(C(=NC1)C(F)(F)F)B(O)O (5-amino-2-(trifluoromethyl)pyridin-3-yl)boronic acid